2-(3-(3-(4-chloropyridin-2-yl)-1,2,4-oxadiazol-5-yl)-6-oxopyridazin-1(6H)-yl)-N-ethylacetamide ClC1=CC(=NC=C1)C1=NOC(=N1)C1=NN(C(C=C1)=O)CC(=O)NCC